N-ethyl-N,N-dimethylcyclohexylammonium sulfate S(=O)(=O)([O-])[O-].C(C)[N+](C)(C)C1CCCCC1.C(C)[N+](C)(C)C1CCCCC1